C(C)(C)(C)OC1=C(C=C(C(=C1)OC)OC)/C=C/C(=O)C=1C=C(OCC(=O)OC(C)(C)C)C=CC1 tert-butyl (E)-2-(3-(3-(2-(tert-butoxy)-4,5-dimethoxyphenyl)acryloyl)phenoxy)acetate